COC1=CC=C2C(=CN=CC2=C1)C#CC1=CC=NC=C1 7-methoxy-4-(pyridin-4-ylethynyl)isoquinoline